selenium 4-methylpiperidyl-dithiocarbamic acid CC1CCN(CC1)NC(S)=S.[Se]